3-(4-((1-cyclopentyl-3-(4-ethoxyphenyl)-1H-indazol-6-yl)methoxy)phenyl)butanoic acid C1(CCCC1)N1N=C(C2=CC=C(C=C12)COC1=CC=C(C=C1)C(CC(=O)O)C)C1=CC=C(C=C1)OCC